CC1=C(C=CC=C1)N1N=CC=CC1=O 2-(2-methylphenyl)-3(2H)-pyridazinone